C(OCCOC)(=O)Cl 2-methoxyethyl carbonochloridate